(1-(5-bromo-6-phenylpyrazin-2-yl)piperidin-4-yl)methylamine BrC=1N=CC(=NC1C1=CC=CC=C1)N1CCC(CC1)CN